FC1=C(C2=C(OCCCO2)C(=C1)CO)C#N 7-fluoro-9-(hydroxymethyl)-3,4-dihydro-2H-benzo[b][1,4]dioxepin-6-carbonitrile